C(CCCCCCCCCCC)NC(C(S(=O)(=O)[O-])NCCCCCCCCCCCC)S(=O)(=O)[O-].[Na+].BrC1=CC=C2CN(C(C2=C1)=O)C=1N=C(SC1)C1=NN=CN1C(C)C.[Na+] 6-bromo-2-(2-(4-isopropyl-4H-1,2,4-triazol-3-yl)thiazol-4-yl)isoindolin-1-one sodium 1,2-bis(dodecylamino)ethane-1,2-disulfonate